1-benzyl-5-bromo-3-((tert-butyldiphenylsilyl)oxy)-1,2,3,6-tetrahydropyridine C(C1=CC=CC=C1)N1CC(C=C(C1)Br)O[Si](C1=CC=CC=C1)(C1=CC=CC=C1)C(C)(C)C